4-Vinyl-1,3-dioxan-2-one C(=C)C1OC(OCC1)=O